(S)-3-chloro-2,6-difluoro-4-(methyl(pyrrolidin-3-yl)amino)-N-(1,2,4-thiadiazol-5-yl)benzenesulfonamide hydrochloride salt Cl.ClC=1C(=C(C(=CC1N([C@@H]1CNCC1)C)F)S(=O)(=O)NC1=NC=NS1)F